BrC1=NN(C2=C1N=C(N=C2)C=2C(=NC=NC2OCC)C2CC2)COCC[Si](C)(C)C 2-[[3-bromo-5-(4-cyclopropyl-6-ethoxy-pyrimidin-5-yl)pyrazolo[4,3-d]pyrimidin-1-yl]methoxy]ethyl-trimethyl-silane